N(N=C1SC2=C(N1CC)C=CC(=C2)S(=O)(=O)[O-])=C2SC1=C(N2CC)C=CC(=C1)S(=O)(=O)[O-].[NH4+].[NH4+] Diammonium 2,2'-azino-bis(3-ethylbenzothiazoline-6-sulfonate)